methyl-2-amino-3-bromo-5-chlorobenzoic acid CC1=C(C(=C(C(=O)O)C=C1Cl)N)Br